[Zn].[In].[Ga].[Al].[Cu] copper-aluminum-gallium-indium-zinc